N-((1S,3S)-3-hydroxycyclopentyl)-4-(1H-imidazol-1-yl)pyrimidine-2-carboxamide O[C@@H]1C[C@H](CC1)NC(=O)C1=NC=CC(=N1)N1C=NC=C1